2-(8-(((2S,4R)-4-fluoro-1-(methylsulfonyl)pyrrolidin-2-yl)methyl)-5,6,7,8-tetrahydropyrido[2,3-c]pyridazin-3-yl)-3-methyl-5-(trifluoromethyl)phenol F[C@@H]1C[C@H](N(C1)S(=O)(=O)C)CN1CCCC2=C1N=NC(=C2)C2=C(C=C(C=C2C)C(F)(F)F)O